FC=1C=C(C=NC1C(F)(F)F)CNN(C(=O)C1CC1)C N'-((5-fluoro-6-(trifluoromethyl)pyridin-3-yl)methyl)-N-methylcyclopropanecarbohydrazide